S(=O)(=O)(C1=CC=C(C)C=C1)OC[C@@H]1[C@H]([C@@H]([C@H]([C@@H](O1)N=[N+]=[N-])O)O)O 6-O-Tosyl-β-D-glucopyranosyl azide